Ethyl 4-(5-cyclopropyl-1,3,3a,4,6,6a-hexahydropyrrolo[3,4-c]pyrrol-2-yl)-8-oxo-1,3,5,11-tetrazatetracyclo[8.7.0.02,7.012,17]heptadeca-2(7),3,5,9,12(17),13,15-heptaene-9-carboxylate C1(CC1)N1CC2C(C1)CN(C2)C2=NC=1N3C=4C=CC=CC4NC3=C(C(C1C=N2)=O)C(=O)OCC